FC=1C2=C(C(N(C1)C(C(=O)O)C1=C(C=CC(=C1)F)OCOC)=O)SC(=C2)C2=CC=C(C=C2)C2CCN(CC2)C (4-fluoro-2-(4-(1-methylpiperidin-4-yl)phenyl)-7-oxothieno[2,3-c]Pyridine-6(7H)-yl)-2-(5-fluoro-2-(methoxymethoxy)phenyl)acetic acid